FC(C1=CC2=C(SC(=C2)C(=O)OC2=C(C(=C(C(=C2F)F)F)F)F)C=C1)P(=O)(OC1=CC=CC=C1)N[C@H](C(OCCC)=O)C Perfluorophenyl 5-(fluoro((((S)-1-oxo-1-propoxypropan-2-yl)amino)(phenoxy)phosphoryl)methyl)benzo[b]thiophene-2-carboxylate